lactic acid sodium salt [Na+].C(C(O)C)(=O)[O-]